(S)-N6-(1-(2,3-dichlorophenyl)piperidin-4-yl)-4,5,6,7-tetrahydrobenzo[d]thiazol-2,6-diamine ClC1=C(C=CC=C1Cl)N1CCC(CC1)N[C@@H]1CC2=C(N=C(S2)N)CC1